NCCC1CCC(CC1)CCN 1,4-bisaminoethylcyclohexane